tert-butyl 4-(6-(((trifluoromethyl)sulfonyl)oxy)pyrazolo[1,5-a]pyrimidin-3-yl)piperidine-1-carboxylate FC(S(=O)(=O)OC=1C=NC=2N(C1)N=CC2C2CCN(CC2)C(=O)OC(C)(C)C)(F)F